sulfophenyl-propiyl-(R)-(-)-phenylglycine S(=O)(=O)(O)[C@](N(C(CC)=O)C1=CC=CC=C1)(C1=CC=CC=C1)C(=O)O